BrC1=CC=C(C=C1)/C=C/C(=O)OC1=C(C=C(\C=N\C2=CC=C(C(=O)O)C=C2)C=C1OC)Cl 4-((E)-((E)-4-((E)-3-(4-bromophenyl)acryloyloxy)-3-chloro-5-methoxybenzylidene)amino)benzoic acid